NC1C(N(CC1CO)CC1=CC=CC=C1)=O 3-amino-1-benzyl-4-(hydroxymethyl)pyrrolidin-2-one